aminomethyl-azetidine-1-carboxylic acid tert-butyl ester C(C)(C)(C)OC(=O)N1C(CC1)CN